6-chloro-5-formylpicolinic acid methyl ester COC(C1=NC(=C(C=C1)C=O)Cl)=O